S1C=NC2=C1C=C(C=C2)C[C@H](CC(=O)NO)N2N=NC(=C2)CNC(C2=CC(=C(C=C2)F)F)=O (R)-N-((1-(1-(benzo[d]thiazol-6-yl)-4-(hydroxyamino)-4-oxobutan-2-yl)-1H-1,2,3-triazol-4-yl)methyl)-3,4-difluorobenzamide